C1(CC1)C#C[C@@]1(NC(NC2=CC(=C(C=C12)F)CN1C(C=C(C=C1)OC)=O)=O)C(C)(F)F (S)-4-(cyclopropylethynyl)-4-(1,1-difluoroethyl)-6-fluoro-7-((4-methoxy-2-oxopyridin-1(2H)-yl)methyl)-3,4-dihydroquinazolin-2(1H)-one